NC=1C2=C(N=CN1)N(C(=C2C2=CC=C(OCC(=O)O)C=C2)C2=CC=C(C=C2)NC(C(=C)C)=O)C 2-(4-(4-amino-6-(4-methacrylamido-phenyl)-7-methyl-7H-pyrrolo[2,3-d]pyrimidin-5-yl)phenoxy)acetic acid